3-(1,1,2,2-Tetradeuterio-2-(diethylamino)ethyl)-1H-indol-4-ol [2H]C(C(N(CC)CC)([2H])[2H])([2H])C1=CNC=2C=CC=C(C12)O